methyl 3-hydroxy-2-(p-tolyl)propanoate OCC(C(=O)OC)C1=CC=C(C=C1)C